N6-[(2S)-2-amino-2-phenyl-ethyl]-1-methyl-N4-(2,2,2-trifluoroethyl)pyrazolo[3,4-d]pyrimidine-4,6-diamine N[C@H](CNC1=NC(=C2C(=N1)N(N=C2)C)NCC(F)(F)F)C2=CC=CC=C2